CS(=O)(=O)OCCOCCOCCOCCOCCOCCN=[N+]=[N-] 17-azido-3,6,9,12,15-pentaoxaheptadecyl methanesulfonate